C1(=CC=C(C=C1)COC=1C=C(OC1)C(=O)O)C1=CC=CC=C1 4-([1,1'-biphenyl]-4-ylmethoxy)furan-2-carboxylic acid